CC(CN)(C)C 2,2-dimethyl-propan-1-amine